BrC1=CC2=C([N+](=C(N=[N+]2[O-])NCCC(OC2=CNCC2)=O)[O-])C=C1 (S)-7-bromo-3-((3-oxo-3-(pyrrolin-3-yloxy)propyl)amino)benzo[e][1,2,4]triazine-1,4-dioxide